Cl.C(C)C1=C(C(=NN1)C(=O)NC1=CC=C(C=C1)[C@H]1CNCCO1)C 5-ethyl-4-methyl-N-[4-[(2S)-morpholin-2-yl]phenyl]-1H-pyrazole-3-carboxamide, monohydrochloride salt